C(C)(C)OC=1C=C(C=O)C=C(C1)OCC=C(C)C 3-isopropoxy-5-((3-methylbut-2-en-1-yl)oxy)benzaldehyde